(4-amino-7-chloro-1,3-dihydrofuro[3,4-c]quinolin-8-yl)((3S)-3-(6-ethoxy-3-pyridazinyl)-4-morpholinyl)methanone NC1=NC=2C=C(C(=CC2C2=C1COC2)C(=O)N2[C@H](COCC2)C=2N=NC(=CC2)OCC)Cl